ClC=1C(=NC=C(C1)N1C(N(C2=C1C=CC=C2)CC2CCC(CC2)NC(C2=C(N=CC(=C2)Cl)C(F)F)=O)=O)C(=O)NC 3-chloro-5-(3-(((1r,4r)-4-(5-chloro-2-(difluoromethyl)nicotinamido)cyclohexyl)methyl)-2-oxo-2,3-dihydro-1H-benzo[d]imidazol-1-yl)-N-methylpicolinamide